BrC1=CC=C(C=C1)C1=CN=CC=2C3=CN=CC=C3NC12 4-bromophenyl-3,6-diazacarbazole